(S)-3-(7-Fluoro-1H-benzo[d]imidazol-5-yl)-4-phenyloxazolidin-2-on FC1=CC(=CC2=C1NC=N2)N2C(OC[C@@H]2C2=CC=CC=C2)=O